(1r,2'S,4S)-4-(3-chloroanilino)-2'-[(2R)-3-{[3-(2,2-dimethylcyclopropyl)pyridin-4-yl]oxy}-2-methylpropyl]-2',3'-dihydrospiro[cyclohexane-1,1'-indene]-4-carboxylic acid ClC=1C=C(NC2(CCC3([C@H](CC4=CC=CC=C34)C[C@H](COC3=C(C=NC=C3)[C@H]3C(C3)(C)C)C)CC2)C(=O)O)C=CC1